ClC1=C2C=CN=NC2=C(C=C1)N1CCN(CC1)C(=O)OC(C)(C)C tert-butyl 4-(5-chlorocinnolin-8-yl)piperazine-1-carboxylate